C(CCCCC)(=O)OCC1=C(C=CC=C1)C(NC1=C2N=CN(C2=NC(=N1)F)[C@@H]1O[C@@]([C@H](C1)OC(C(C)C)=O)(COC(C(C)C)=O)C#C)=O 2-((9-((2R,4S,5R)-5-ethynyl-4-(isobutyryloxy)-5-((isobutyryloxy)methyl)tetrahydrofuran-2-yl)-2-fluoro-9H-purin-6-yl)carbamoyl)benzyl hexanoate